C(CCC)C1=C(/C(/OC1=O)=N/C1CCC(CC1)C)CC(=O)OCC Ethyl (Z)-2-(4-butyl-2-((4-methylcyclohexyl)imino)-5-oxo-2,5-dihydrofuran-3-yl)acetate